α-(4,4,5,5,5-Pentafluoro-1-pentyl)-1-methoxycarbonyl-3-indoleacetic acid methyl ester COC(C(C1=CN(C2=CC=CC=C12)C(=O)OC)CCCC(C(F)(F)F)(F)F)=O